N-(3-((6,7-dimethoxyquinazolin-4-yl)oxy)propyl)sulfonamide COC=1C=C2C(=NC=NC2=CC1OC)OCCCNS(=O)=O